ClC=1C(=NC=CN1)C=1C=CC(=C(C1)S(=O)(=O)NC1CC1)OC 5-(3-chloropyrazin-2-yl)-N-cyclopropyl-2-methoxy-benzenesulfonamide